ClC=1N=C(N(C1C)CCNC)C 4-chloro-2,5-dimethyl-1-(N-methylaminoethyl)imidazole